O(CCOCCN)CCOCCN ((oxybis(ethane-2,1-diyl))bis(oxy))bis(ethan-1-amine)